O1CCN(CC1)C=1C2=C(N=C(N1)N1N=C(C=C1)C=1C=C(C=CC1)C)C=C(O2)C(=O)N2CCCC2 (4-morpholino-2-(3-(m-tolyl)-1H-pyrazol-1-yl)furo[3,2-d]pyrimidin-6-yl)(pyrrolidin-1-yl)methanone